tris(1-propyl) phosphate P(=O)(OCCC)(OCCC)OCCC